6-chloro-8-fluoro-2-(((S)-1-methylpyrrolidin-2-yl)methoxy)o-methyl-4-(piperazin-1-yl)quinoline-3-carbonitrile ClC=1C=C2C(=C(C(=NC2=C(C1)F)OC[C@H]1N(CCC1)C)C#N)N1C(CNCC1)C